CN1N=CC(=C1)C1=CC=C2C(=N1)C(=CS2)C2=CC=NC=C2C#N 4-(5-(1-methyl-1H-pyrazol-4-yl)thieno[3,2-b]-pyridin-3-yl)nicotinonitrile